3,5-bis((1-benzyl-1H-1,2,3-triazol-4-yl)methylene)-1-(phenylsulfonyl)piperidin-4-one C(C1=CC=CC=C1)N1N=NC(=C1)C=C1CN(CC(C1=O)=CC=1N=NN(C1)CC1=CC=CC=C1)S(=O)(=O)C1=CC=CC=C1